P(=O)(OCCCCCCC)(Br)Br heptyl dibromophosphate